N1N=NC2=C3C1=CC=CC3=CC=C2 1H-naphtho[1,8-de][1,2,3]triazine